BrC=1C=NC(=NC1)OCCNC(OC(C)(C)C)=O tert-Butyl (2-((5-bromopyrimidin-2-yl)oxy)ethyl)carbamate